(3S)-3-acetamido-4-(((2S)-1-((2-methyl-5-(piperidin-3-yloxy)benzyl)amino)-1-oxo-4-phenylbutan-2-yl)amino)-4-oxobutanoic acid C(C)(=O)N[C@@H](CC(=O)O)C(=O)N[C@H](C(=O)NCC1=C(C=CC(=C1)OC1CNCCC1)C)CCC1=CC=CC=C1